(E)-N-benzyl-dec-9-en-1-imine oxide C(C1=CC=CC=C1)\[N+](=C/CCCCCCCC=C)\[O-]